3-(2,4-dichlorophenyl)-4-hydroxy-1-azaspiro[4.4]non-3-en-2-one ClC1=C(C=CC(=C1)Cl)C=1C(NC2(C1O)CCCC2)=O